(1S,2S,3S,5R)-3-(2-(2-amino-1-hydroxyethyl)-4-chlorophenoxy)-5-(4-methyl-7H-pyrrolo[2,3-d]pyrimidin-7-yl)cyclopentane-1,2-diol NCC(O)C1=C(O[C@@H]2[C@H]([C@H]([C@@H](C2)N2C=CC3=C2N=CN=C3C)O)O)C=CC(=C1)Cl